C(COCCOCC)OC1[C@H](O)[C@@H](O)[C@@H](O)[C@H](O1)CO O-(3,6-dioxaoctyl)-galactopyranose